Thiazolidin-2-One S1C(NCC1)=O